NC=1C=C(C(=C(C1)B(O)O)F)F (5-amino-2,3-difluorophenyl)boronic acid